OC1=C(C(=CC(=C1S(=O)(=O)CCN1C(CCC1=O)=O)CCCCC)O)C1CCCC(=C1)C 1-(2-((2,6-dihydroxy-5'-methyl-4-pentyl-1',2',3',4'-tetrahydro-[1,1'-biphenyl]-3-yl)sulfonyl)ethyl)pyrrolidine-2,5-dione